(2S,3R)-7-dimethylphosphoryl-2-[(5S)-5H-imidazo[1,5-b]isoindol-5-yl]-7-azaspiro[3.5]nonan-3-ol CP(=O)(C)N1CCC2([C@@H]([C@@H](C2)[C@@H]2N3C(C=4C=CC=CC24)=CN=C3)O)CC1